C1(=CC=CC=C1)NNC(=O)C1=NC2=CC=CC=C2C=C1 N'-phenylquinoline-2-carbohydrazide